BrC=1C=CC=C2C=CC=C(C12)N1CC=2N=C(N=C(C2CC1)N1C[C@@H](N(CC1)C(=O)OCC1=CC=CC=C1)CC#N)Cl benzyl (2S)-4-[7-(8-bromo-1-naphthyl)-2-chloro-6,8-dihydro-5H-pyrido[3,4-d]pyrimidin-4-yl]-2-(cyanomethyl)piperazine-1-carboxylate